C(OCCCCCBr)(OC(C)CCCCCCCC)=O 5-bromopentyl decan-2-yl carbonate